ethyl 1-[6-[1-(tert-butoxycarbonyl)-2,5-dihydropyrrol-3-yl]-5-fluoropyridin-3-yl]-1,2,3-triazole-4-carboxylate C(C)(C)(C)OC(=O)N1CC(=CC1)C1=C(C=C(C=N1)N1N=NC(=C1)C(=O)OCC)F